2-Chloro-5-{[(methoxyacetyl)amino]methyl}-N-{1-[5-(trifluoromethyl)pyridin-3-yl]-1H-indazol-4-yl}benzamide ClC1=C(C(=O)NC2=C3C=NN(C3=CC=C2)C=2C=NC=C(C2)C(F)(F)F)C=C(C=C1)CNC(COC)=O